OCCCCCC1CC=CC=C1 1-(5-hydroxypentyl)-1H-benzene